6-(2-hydroxy-2-methylpropoxy)-4-(6-(6-((2-oxo-1,2-dihydropyridin-4-yl)methyl)-3,6-diazabicyclo[3.1.1]heptan-3-yl)pyridin-3-yl)pyrazolo[1,5-a]pyridine-3-carbonitrile OC(COC=1C=C(C=2N(C1)N=CC2C#N)C=2C=NC(=CC2)N2CC1N(C(C2)C1)CC1=CC(NC=C1)=O)(C)C